COC=1C(=C(C=CC1)C=1C(=C2C(=NC(=NN2C1)C=1N(C=CN1)C)NC1CC(C1)OC)C1=NC=CC=C1)C 6-(3-Methoxy-2-methylphenyl)-N-((1r,3r)-3-methoxycyclobutyl)-2-(1-methyl-1H-imidazol-2-yl)-5-(pyridin-2-yl)pyrrolo[2,1-f][1,2,4]triazin-4-amine